trans-2-(2-(5,6,7,8-tetrahydro-1,8-naphthyridin-2-yl)ethyl)cyclopropane-1-carboxylic acid N1=C(C=CC=2CCCNC12)CC[C@H]1[C@@H](C1)C(=O)O